ClC=1C=C(CN(C(=O)N2[C@H]3[C@H](N(C[C@@H]2CC3)C(N(C3=CC=CC=C3)C3=CC=CC=C3)=O)C(=O)O)C)C=CC1 (1R,2S,5S)-8-((3-chlorobenzyl)(methyl)carbamoyl)-3-(diphenylcarbamoyl)-3,8-diazabicyclo[3.2.1]octane-2-carboxylic acid